ClC1=C2C=CC(N(C2=NC=C1[N+](=O)[O-])C)=O 5-chloro-1-methyl-6-nitro-1,8-naphthyridin-2(1H)-one